8-bromo-6-chloro-7-fluoro-2,2-dimethyl-chromane BrC=1C(=C(C=C2CCC(OC12)(C)C)Cl)F